NC1=CC=2C(=NSN2)C=C1N 5,6-diamino-2,1,3-benzothiadiazole